CC1=NC=NC(=C1C1=CC=C(C[N+]2=NOC(=C2)[N-]C(NC2=CC(=C(C=C2)OC)C(F)(F)F)=O)C=C1)C (3-(4-(4,6-Dimethylpyrimidin-5-yl)benzyl)-1,2,3-oxadiazol-3-ium-5-yl)((4-methoxy-3-(trifluoromethyl)phenyl)carbamoyl)amide